CC1=NC(=CC=C1OC1=CC(=NC=C1)NC1=CC=C(C=C1)S(=O)(=O)N)C 4-((4-((2,6-dimethylpyridin-3-yl)oxy)pyridin-2-yl)amino)benzenesulfonamide